CC1=CC=C(C=C1)S(=O)(=O)N\C=C\1/CCN(CCC1=O)C(=O)OC(C)(C)C tert-butyl (4E)-4-({[(4-methylphenyl)sulfonyl]amino}methylidene)-5-oxoazepane-1-carboxylate